FC1=C(C(=C2C=CNC2=C1F)S(=O)(=O)C)OC=1C=CC(=C(C1)C=1NC=C(N1)[C@@]1(CC(OC2=C(C=CC=C12)CCC(=O)O)(C)C)C)F 3-[(4R)-4-[2-[5-[(6,7-difluoro-4-methylsulfonyl-1H-indol-5-yl)oxy]-2-fluoro-phenyl]-1H-imidazol-4-yl]-2,2,4-trimethyl-chroman-8-yl]propanoic acid